C(CCCCCCCCCCCCCCCCC)NCCNCCNCCCCCCCCC=CCCCCCCCC 1-stearyl-7-(9-octadecenyl)diethylenetriamine